3-formyl-4-methoxynaphthaldehyde C(=O)C=1C=C(C2=CC=CC=C2C1OC)C=O